3-(3-ethoxyphenyl)-5-(trifluoromethyl)benzoic acid C(C)OC=1C=C(C=CC1)C=1C=C(C(=O)O)C=C(C1)C(F)(F)F